NCC=1C(=CC(=NC1C)N)C 5-(aminomethyl)-4,6-dimethylpyridine-2-amine